(R*)-1-(2-(1-((3-amino-1,2,4-triazin-5-yl)amino)ethyl)-5-cyclopropylpyrazolo[1,5-a]pyridin-7-yl)-3-methylimidazolidine-2,4-dione NC=1N=NC=C(N1)N[C@H](C)C1=NN2C(C=C(C=C2N2C(N(C(C2)=O)C)=O)C2CC2)=C1 |o1:8|